4-(5-(5-(2-Ethyl-4-(oxetan-3-yl)piperazin-1-yl)pyridin-2-ylamino)-1-methyl-6-oxo-1,6-dihydropyridin-3-yl)-2-(1-oxo-3,4,6,7,8,9-hexahydropyrido[3,4-b]indolizin-2(1H)-yl)nicotinaldehyde C(C)C1N(CCN(C1)C1COC1)C=1C=CC(=NC1)NC1=CC(=CN(C1=O)C)C1=CC=NC(=C1C=O)N1C(C=2C=C3CCCCN3C2CC1)=O